(2-((5-Chloro-2-((2-(5-Chloro-4-((2-(dimethylphosphoryl)phenyl)amino)pyrimidin-2-yl)-1,2,3,4-Tetrahydroisoquinolin-5-yl)amino)pyrimidin-4-yl)amino)phenyl)dimethylphosphine oxide ClC=1C(=NC(=NC1)NC1=C2CCN(CC2=CC=C1)C1=NC=C(C(=N1)NC1=C(C=CC=C1)P(=O)(C)C)Cl)NC1=C(C=CC=C1)P(C)(C)=O